C1C(CC12OCCO2)C (5,8-dioxaspiro[3.4]octan-2-yl)methan